Methyl (E)-2-(morpholin-3-ylidene)acetate N1\C(\COCC1)=C\C(=O)OC